iso-Butene C=C(C)C